CC1=CC=C(C=C1)S(=O)(=O)Cl p-Toluenesulfonylchloride